4-(4-(4-chlorophenyl) piperazin-1-yl)-2-methoxyquinazolin-7-yl (S)-4-acryloyl-3-methylpiperazine-1-carboxylate C(C=C)(=O)N1[C@H](CN(CC1)C(=O)OC1=CC=C2C(=NC(=NC2=C1)OC)N1CCN(CC1)C1=CC=C(C=C1)Cl)C